CS(=O)(=O)OCC1N(CC(C1)C1=CC(=C(C=C1)OC(F)F)OCC1CC1)C(=O)OC(C)(C)C 2-methylsulfonyloxymethyl-1-tert-butyloxycarbonyl-4-(3-(cyclopropylmethoxy)-4-(difluoromethoxy)phenyl)-pyrrolidine